N-(5-aminopyridin-2-yl)acetamide CC(=O)NC1=NC=C(C=C1)N